bis-bicyclooctene rhodium chloride [Rh](Cl)(Cl)Cl.C1(=CCCCCCC1)C1=CCCCCCC1.C1(=CCCCCCC1)C1=CCCCCCC1